2-(hydroxymethyl)-1-(2-(thiophen-2-yl)ethyl)piperidine-3,4,5-triol OCC1N(CC(C(C1O)O)O)CCC=1SC=CC1